CC1CCC(CC1)N1C(C2=CC=C(C=C2C1)NC1=CC=C(C=C1)N1CCC(CC1)C(F)(F)F)=O 2-(4-Methylcyclohexyl)-5-((4-(4-(trifluoromethyl)piperidin-1-yl)phenyl)amino)isoindolin-1-one